CC1=CC=C(C(=N1)OCC[C@@H](CC=O)C)S(=O)(=O)N1[C@@H](CCC1)C(=O)OC methyl ((6-methyl-2-(((S)-3-methyl-5-oxopentyl)oxy)pyridin-3-yl)sulfonyl)-L-prolinate